CN(C)[PH3+] (dimethylamino)phosphonium